silver-indium sulfur tert-butyl [(1S)-1-{1-[5-(3-oxomorpholin-4-yl)pyridin-2-yl]-1H-1,2,4-triazol-5-yl}ethyl]carbamate O=C1N(CCOC1)C=1C=CC(=NC1)N1N=CN=C1[C@H](C)NC(OC(C)(C)C)=O.[S].[In].[Ag]